4-(5-(1-cyano-3-fluoropiperidin-3-yl)-1,3,4-oxadiazol-2-yl)-[2,4'-bipyridine]-2'-carbonitrile C(#N)N1CC(CCC1)(F)C1=NN=C(O1)C1=CC(=NC=C1)C1=CC(=NC=C1)C#N